CC1=C2N(C3=CC=CC=C13)C1=C(C=N2)C=CC(=N1)N1C=C(C2=CC=CC=C12)C 7-methyl-2-(3-methyl-1H-indol-1-yl)pyrido[3',2':5,6]pyrimido[1,2-a]indole